C(C)(=O)C1=CC=C(S1)CN1C(C(CC1)O[Si](C1=CC=CC=C1)(C1=CC=CC=C1)C(C)(C)C)=O 1-((5-acetylthiophen-2-yl)methyl)-3-((tert-butyldiphenylsilyl)oxy)pyrrolidin-2-one